FC=1C=C(C=C(C1)CO)C[C@@H]1CC[C@H](CC1)C(=O)N1OCC[C@H]1C1=NC=CN=C1 trans-[4-[[3-fluoro-5-(hydroxymethyl)phenyl]methyl]cyclohexyl]-[(3S)-3-pyrazin-2-ylisoxazolidin-2-yl]methanone